C(C)C1=C(C(=O)N)C=CC(=C1)C1=NC=CC(=C1)OC1=CC=C2C=NN(C2=C1)C 2-ethyl-4-(4-((1-methyl-1H-indazol-6-yl)oxy)pyridin-2-yl)benzamide